COC(=O)C1C(CC(C1)NCC1=CC=CC=C1)C(=O)OC 4-(benzylamino)cyclopentane-1,2-dicarboxylic acid dimethyl ester